(E)-N-(6-amino-1,3-diethyl-2,4-dioxo-1,2,3,4-tetrahydropyrimidin-5-yl)-3-(2-methoxypyrimidin-5-yl)acrylamide NC1=C(C(N(C(N1CC)=O)CC)=O)NC(\C=C\C=1C=NC(=NC1)OC)=O